6-chloro-2-(chloromethyl)-3-[2-(methanesulfonyl)ethyl]-3H-imidazo[4,5-b]pyridine ClC=1C=C2C(=NC1)N(C(=N2)CCl)CCS(=O)(=O)C